3-(5-(4-(3-((4-((8-cyclopentyl-7-oxo-7,8-dihydropyrido[2,3-d]pyrimidin-2-yl)amino)piperidin-1-yl)sulfonyl)phenoxy)piperidin-1-yl)-1-oxoisoindolin-2-yl)piperidine C1(CCCC1)N1C(C=CC2=C1N=C(N=C2)NC2CCN(CC2)S(=O)(=O)C=2C=C(OC1CCN(CC1)C=1C=C3CN(C(C3=CC1)=O)C1CNCCC1)C=CC2)=O